C(C)(C)(C)OC(=O)N1C(C2(C3=C(C=CC=C13)Br)CCC1(CC2)OCCO1)(C)O bromo-2''-hydroxy-2''-methyldispiro[1,3-dioxolane-2,1'-cyclohexane-4',3''-indole]-1''-carboxylic acid tert-butyl ester